(R)-5-fluoro-3H-spiro[benzofuran-2,4'-piperidine]-3-amine dihydrochloride Cl.Cl.FC=1C=CC2=C([C@H](C3(CCNCC3)O2)N)C1